C1(CC1)OC1=NC=CC=C1C=1C=NN2C1N=C(C=C2)N2C[C@@H](NCC2)C 3-[2-(Cyclopropoxy)-3-pyridyl]-5-[(3S)-3-methylpiperazin-1-yl]pyrazolo[1,5-a]pyrimidine